(R)-((bromomethyl)sulfinyl)benzene BrC[S@](=O)C1=CC=CC=C1